CC1=C(C=C(C=C1)NC(C1=CC(=CC=C1)C(F)(F)F)=O)C1=CC2=C(N=C(N=C2)NC=2C=NC(=CC2)C)C(=N1)C=C N-(4-methyl-3-(2-((6-methylpyridin-3-yl)amino)-8-vinylpyrido[3,4-d]pyrimidin-6-yl)phenyl)-3-(trifluoromethyl)benzamide